N1=C(C=C(C=C1)C(=O)O)C(=O)O 2,4-PYRIDINEDICARBOXYLIC ACID